CN1CCC(=CC1)C=1C=NC(=CC1)[N+](=O)[O-] 1'-Methyl-6-nitro-1',2',3',6'-tetrahydro-3,4'-bipyridine